C(=O)(CCCCCCCCC)OC[C@H](COC(CCN(C)C)=O)OC(=O)CCCCCCCCC (R)-3-((3-(dimethylamino)propionyl)oxy)propane-1,2-diol dicaprate